Chloro-7-(((4-phenylpiperidin-4-yl)methyl)amino)pyrazolo[1,5-a]pyrimidine-2-carbonitrile ClC=1C(=NN2C1N=CC=C2NCC2(CCNCC2)C2=CC=CC=C2)C#N